C1(=CC=C2C=CC=CC=C12)N azulenamine